tert-butyl 4-(4-((2,6-dioxopiperidin-3-yl)amino)-3-fluorophenyl)piperazine-1-carboxylate O=C1NC(CCC1NC1=C(C=C(C=C1)N1CCN(CC1)C(=O)OC(C)(C)C)F)=O